2-[2-(4-methoxyphenyl)ethenyl]-4,6-bis(trichloromethyl)-s-triazine COC1=CC=C(C=C1)C=CC1=NC(=NC(=N1)C(Cl)(Cl)Cl)C(Cl)(Cl)Cl